C(C)C1=C(C=NN1)C(=O)NC1CCC(CC1)NC1=CC=CC=2N1C=C(N2)C(F)(F)F 5-ethyl-N-[(1s,4s)-4-{[2-(trifluoromethyl)imidazo[1,2-a]pyridin-5-yl]amino}cyclohexyl]-1H-pyrazole-4-carboxamide